azachroman O1NCCC2=CC=CC=C12